2-[5-methyl-1-[4-(trifluoromethoxy)phenyl]pyrazol-3-yl]-3,3a,4,6,7,7a-hexahydro-1H-isoindol-5-one CC1=CC(=NN1C1=CC=C(C=C1)OC(F)(F)F)N1CC2CCC(CC2C1)=O